FC1=C(C=CC=C1)C=1C(=CC2=C(N(C=N2)C2COC2)C1)OC 4-fluoro-3-(5-methoxy-1-(oxetan-3-yl)-1H-benzo[d]imidazol-6-yl)benzene